CC(C(=O)OC)=C(C)C methyl 2,3-dimethyl-butenoate